CN1CC(NCC1)=O 4-methyl-2-piperazinone